The molecule is a naphthalenesulfonic acid that is naphthalene-2,7-disulfonic acid carrying two additional hydroxy substituents at positions 4 and 5 as well as a phenyldiazenyl substituent at position 3. The disodium salt is the biological stain 'acid red 29'. It is a member of azobenzenes, a naphthalenesulfonic acid and a member of naphthalenediols. It is a conjugate acid of a 4,5-dihydroxy-3-(phenyldiazenyl)naphthalene-2,7-disulfonate. C1=CC=C(C=C1)N=NC2=C(C3=C(C=C(C=C3C=C2S(=O)(=O)O)S(=O)(=O)O)O)O